Methyl 2-([5-(1-ethyl-1H-indazol-6-yl)-1-(1-methyl-1H-indazol-7-yl)-1H-pyrazol-3-yl]methoxy)-2-methylpropanoate C(C)N1N=CC2=CC=C(C=C12)C1=CC(=NN1C=1C=CC=C2C=NN(C12)C)COC(C(=O)OC)(C)C